C(C)(C)(C)OC(=O)N1CC(CC1)C1N(CCCC1)C1CC(C1)(C(=O)O)C 3-(2-(1-(tert-butoxycarbonyl)pyrrolidin-3-yl)piperidin-1-yl)-1-methylcyclobutane-1-carboxylic acid